1-Chloro-N-[(3R)-1-[2-[tert-butyl(dimethyl)silyl]oxyethyl]-3-piperidyl]pyrido[3,4-d]pyridazin-4-amine ClC1=C2C(=C(N=N1)N[C@H]1CN(CCC1)CCO[Si](C)(C)C(C)(C)C)C=NC=C2